9-Acetyl-Carbazole tert-butyl-3-((4-fluoro-2-(trifluoromethyl)phenyl)carbamoyl)pyrrolidine-1-carboxylate C(C)(C)(C)OC(=O)N1CC(CC1)C(NC1=C(C=C(C=C1)F)C(F)(F)F)=O.C(C)(=O)N1C2=CC=CC=C2C=2C=CC=CC12